C1(CC1)C1=NN(C=N1)C1CC2(CN(C2)C(=O)N2CC3(C2)CC(C3)OC3=NC=NC(=C3)C(F)(F)F)C1 (6-(3-cyclopropyl-1H-1,2,4-triazol-1-yl)-2-azaspiro[3.3]heptan-2-yl)(6-((6-(trifluoromethyl)pyrimidin-4-yl)oxy)-2-azaspiro[3.3]heptan-2-yl)methanone